C12(CC3CC(CC(C1)C3)C2)COCCNC(=O)C2=NN(C(=C2C)C2=CC=C(C=C2)Cl)C2=C(C=C(C=C2)Cl)Cl N-(2-(((3r,5r,7s)-adamantan-1-yl)methoxy)ethyl)-5-(4-chloro-phenyl)-1-(2,4-dichlorophenyl)-4-methyl-1H-pyrazole-3-carboxamide